(Z)-5-[4-(piperidin-4-yloxy)benzylidene]imidazoline-2,4-dione N1CCC(CC1)OC1=CC=C(\C=C/2\C(NC(N2)=O)=O)C=C1